2-(3-cyclopropyl-1H-1,2,4-triazol-5-yl)thiophen C1(CC1)C1=NNC(=N1)C=1SC=CC1